4-oxo-1H,4H,5H-pyrazolo[4,3-c]Pyridine-7-carboxamide O=C1NC=C(C2=C1C=NN2)C(=O)N